3-(5,5-dimethyl-1,3-dioxan-2-yl)-5-fluoro-N-(6-((3aR,6aS)-hexahydrocyclopenta[c]Pyrrol-2(1H)-yl)pyridin-3-yl)-4-hydroxybenzamide CC1(COC(OC1)C=1C=C(C(=O)NC=2C=NC(=CC2)N2C[C@@H]3[C@H](C2)CCC3)C=C(C1O)F)C